1-(2-bromo-4-nitrophenyl)-3-methylpyridin-4(1H)-one BrC1=C(C=CC(=C1)[N+](=O)[O-])N1C=C(C(C=C1)=O)C